Cl.NC(C(C(CC1=CC=CC=C1)NC(=O)C=1C(=NN(C1)C)C1=CC(=CC=C1)F)=O)=O N-(4-AMINO-3,4-DIOXO-1-PHENYLBUTAN-2-YL)-3-(3-FLUOROPHENYL)-1-METHYL-1H-PYRAZOLE-4-CARBOXAMIDE HYDROCHLORIDE